tert-butyl [(1R,3S,4R)-3-{[2-chloro-6-(2,2,2-trifluoroethyl)thieno[2,3-d]pyrimidin-4-yl] (methyl)amino}-4-hydroxycyclopentyl]carbamate ClC=1N=C(C2=C(N1)SC(=C2)CC(F)(F)F)N([C@H]2C[C@H](C[C@H]2O)NC(OC(C)(C)C)=O)C